5-{[(1S)-1-[7-(azetidin-1-yl)-6-chloro-2-oxo-1,2-dihydro-1,8-naphthyridin-3-yl]ethyl]amino}-1-methyl-6-oxo-1,6-dihydropyridine-2-carbonitrile N1(CCC1)C1=C(C=C2C=C(C(NC2=N1)=O)[C@H](C)NC1=CC=C(N(C1=O)C)C#N)Cl